disodium manganese ethylenediamine tetraacetate C(C)(=O)ON(CCN(OC(C)=O)OC(C)=O)OC(C)=O.[Mn].[Na].[Na]